C(C)C1=CC=C(C=C1)CNC(=O)[C@@H]1N([C@@H](CN(C1)[C@H](CCOC)C1=NC=CC(=C1F)C)C)C(C(C)C)=O (2R,6R)-N-[(4-ethylphenyl)methyl]-4-[(1R)-1-(3-fluoro-4-methylpyridin-2-yl)-3-methoxypropyl]-6-methyl-1-(2-methylpropanoyl)piperazine-2-carboxamide